C(CC)[Si](OCC(C)C)(C)CCC di(n-propyl)methyl-(isobutoxy)silane